(2-(pyridin-4-yloxy)ethyl)-1H-pyrrole N1=CC=C(C=C1)OCCN1C=CC=C1